4-amino-N-(1-(4-chloro-2-fluorobenzyl)-6-methylisoquinolin-5-yl)thieno[3,2-d]pyrimidine-7-carboxamide NC=1C2=C(N=CN1)C(=CS2)C(=O)NC2=C1C=CN=C(C1=CC=C2C)CC2=C(C=C(C=C2)Cl)F